IC1=CC=C(C(=O)OC2=C(C(=O)OC)C=C(C=C2)OC(C2=CC=C(C=C2)I)=O)C=C1 methyl 2,5-bis[(4-iodobenzoyl)oxy]benzoate